C(C)[C@H]1N(C[C@@H](N(C1)C=1C=2C(N(C(C1)=O)C)=CN(N2)C2OCCCC2)C)C(C)C2=C(C=C(C=C2)F)OC 7-((2s,5r)-5-ethyl-4-(1-(4-fluoro-2-methoxyphenyl)ethyl)-2-methylpiperazin-1-yl)-4-methyl-2-(tetrahydro-2H-pyran-2-yl)-2,4-dihydro-5H-pyrazolo[4,3-b]pyridin-5-one